FC(CNC(OC1CN(CC1(F)F)C=1C=2N(N=C(C1)Cl)N=CN2)=O)(F)F 1-(6-chloro-[1,2,4]triazolo[1,5-b]pyridazin-8-yl)-4,4-difluoropyrrolidin-3-yl (2,2,2-trifluoroethyl)carbamate